6-bromo-1-(indolin-6-yl)-5-methoxy-1H-benzo[d]imidazole BrC=1C(=CC2=C(N(C=N2)C2=CC=C3CCNC3=C2)C1)OC